O=C1C=CC=2C(=CC=NC2N1)N1CCC2(CCN(C2)S(=O)(=O)N)CC1 8-(7-oxo-7,8-dihydro-1,8-naphthyridin-4-yl)-2,8-diazaspiro[4.5]decane-2-sulfonamide